FC1=CC2=C(N(C3=CC(=CC=C23)O)CCCN2CCNCC2)C(=N1)C 3-fluoro-1-methyl-9-(3-(piperazin-1-yl)propyl)-9H-pyrido[3,4-b]indol-7-ol